N-(2,6-dimethyl-phenyl)-N-ethyl-1-naphthamidine CC1=C(C(=CC=C1)C)N(C(=N)C1=CC=CC2=CC=CC=C12)CC